Cl.FC(C1=CC=C2C(=N1)CO[C@@H]1[C@H]2NCCC1)(F)F Cis-(4aS,10bS)-8-(trifluoromethyl)-2,3,4,4a,6,10b-hexahydro-1H-pyrano[3,2-b:5,4-b']dipyridine hydrochloride